5-Chloro-2-morpholino-N-(pyrazolo[1,5-a]pyrimidin-3-yl)oxazolo[4,5-b]pyridine-6-carboxamide ClC1=C(C=C2C(=N1)N=C(O2)N2CCOCC2)C(=O)NC=2C=NN1C2N=CC=C1